4-chloro-2-((3-(4-chlorophenethyl)-1,2,4-oxadiazol-5-yl)methyl)-5-(1-methyl-6-oxo-1,2,3,6-tetrahydropyridin-4-yl)pyridazin-3(2H)-one ClC=1C(N(N=CC1C=1CCN(C(C1)=O)C)CC1=NC(=NO1)CCC1=CC=C(C=C1)Cl)=O